BrC1=C(C(=NC2=CC=CC=C12)O)C(F)(F)F bromo-3-(trifluoromethyl)quinolin-2-ol